ClC=1C=CC(=C(C1)NS(=O)(=O)C1=CC=C(C=C1)S(=O)(=O)N(C)C)N1CCC(CC1)O N1-(5-chloro-2-(4-hydroxypiperidin-1-yl)phenyl)-N4,N4-dimethylbenzene-1,4-disulfonamide